(S)-2-{[7-(2-chloro-6-fluorobenzyloxy)benzo[d][1,3]dioxol-4-yl]methylamino}propanamide ClC1=C(COC2=CC=C(C3=C2OCO3)CN[C@H](C(=O)N)C)C(=CC=C1)F